Cl.N1C[C@H](CC1)NC1=C2C=C(C=NC2=CC=C1)C#N (S)-5-(pyrrolidin-3-ylamino)quinoline-3-carbonitrile hydrochloride